C(C)OC(COC1=CC(=C(C(=C1)C)CC1=CC(=C(C=C1)OCC1=CC=CC=C1)C(C)C)C)=O 2-(4-(4-(Benzyloxy)-3-isopropylbenzyl)-3,5-dimethylphenoxy)acetic acid ethyl ester